N-(2-(5-(2-((6-(trifluoromethyl)-[1,2,4]triazolo[4,3-a]pyridin-3-yl)thio)acetyl)thiophen-2-yl)ethyl)acetamide FC(C=1C=CC=2N(C1)C(=NN2)SCC(=O)C2=CC=C(S2)CCNC(C)=O)(F)F